Triethanolamine tristyrylphosphate C(=CC1=CC=CC=C1)OP(=O)(OC=CC1=CC=CC=C1)OC=CC1=CC=CC=C1.N(CCO)(CCO)CCO